Methyl-{[(2R)-piperidin-2-yl]methyl}carbamic acid 2-(2-chlorophenyl)-5-hydroxy-8-[(3S,4R)-3-hydroxy-1-methylpiperidin-4-yl]-4-oxo-4H-1-benzopyran-7-yl ester ClC1=C(C=CC=C1)C=1OC2=C(C(C1)=O)C(=CC(=C2[C@@H]2[C@@H](CN(CC2)C)O)OC(N(C[C@@H]2NCCCC2)C)=O)O